C1(CC1)N1N=CC(=C1)C=1C(N(C=C(C1)B1OC(C(O1)(C)C)(C)C)C)=O 3-(1-cyclopropyl-1H-pyrazol-4-yl)-1-methyl-5-(4,4,5,5-tetramethyl-1,3,2-dioxaborolan-2-yl)pyridin-2(1H)-one